(S)-N-(1-Amino-3-hydroxy-1-oxopropan-2-yl)-5-((3-cyclopropylpyridin-2-yl)methoxy)-2-methylbenzofuran-3-carboxamide NC([C@H](CO)NC(=O)C1=C(OC2=C1C=C(C=C2)OCC2=NC=CC=C2C2CC2)C)=O